(1S)-4-bromo-2-fluoro-7-(methylsulfonyl)-2,3-dihydro-1H-inden-1-ol BrC1=C2CC([C@H](C2=C(C=C1)S(=O)(=O)C)O)F